FC=1C=C2C(=C(C(NC2=NC1C1=C(C=CC=C1OC)F)=O)C(=O)N)O 6-fluoro-7-(2-fluoro-6-methoxyphenyl)-4-hydroxy-2-oxo-1,2-dihydro-1,8-naphthyridine-3-carboxamide